2-(4-bromophenyl)-2-azaspiro[3.3]Heptane-6-carboxylic acid methyl ester COC(=O)C1CC2(CN(C2)C2=CC=C(C=C2)Br)C1